6-decyl-4-(4-fluorophenyl)quinolin C(CCCCCCCCC)C=1C=C2C(=CC=NC2=CC1)C1=CC=C(C=C1)F